2-fluoro-4-isobutyl-6-(4-(pyridazin-3-yloxy)piperidin-1-yl)benzonitrile FC1=C(C#N)C(=CC(=C1)CC(C)C)N1CCC(CC1)OC=1N=NC=CC1